2-(5-(1-((1R,3s,5S)-8-azabicyclo[3.2.1]octan-3-yl)vinyl)pyrazin-2-yl)-5-(1H-imidazol-1-yl)phenol [C@H]12CC(C[C@H](CC1)N2)C(=C)C=2N=CC(=NC2)C2=C(C=C(C=C2)N2C=NC=C2)O